C1(=CC(=CC=C1)C1N2C(=CSC2=CC=C1)C(=O)O)C m-tolyl-7-thia-1-azabicyclo[4.3.0]Nonane-3,5,8-triene-9-carboxylic acid